BrC1=CC(=CC(=N1)C[C@H](CO)NC(OC(C)(C)C)=O)OC tertbutyl (R)-(1-(6-bromo-4-methoxypyridin-2-yl)-3-hydroxypropan-2-yl)carbamate